tert-butyl (1-(3-((2-aminopyridin-3-yl)oxy)-1-(4-methoxybenzyl)-1H-pyrazolo[3,4-b]pyrazin-6-yl)-4-methylpiperidin-4-yl)carbamate NC1=NC=CC=C1OC1=NN(C2=NC(=CN=C21)N2CCC(CC2)(C)NC(OC(C)(C)C)=O)CC2=CC=C(C=C2)OC